((1-(2-fluoro-4-(1-methyl-1H-pyrazol-5-yl)benzyl)-4-hydroxypiperidin-4-yl)methyl)-2-methyl-2,6-dihydro-7H-pyrazolo[4,3-d]pyrimidin-7-one dihydrochloride Cl.Cl.FC1=C(CN2CCC(CC2)(O)CC=2N(N=C3C2N=CNC3=O)C)C=CC(=C1)C1=CC=NN1C